ClC=1C=CC(=C(CNC(=O)C=2C=NN(C2)CC=2N=C3N(C=C(C=C3)C3CC3)C2)C1)C=1N=NNN1 N-(5-chloro-2-(2H-tetrazol-5-yl)benzyl)-1-((6-cyclopropylimidazo[1,2-a]pyridin-2-yl)methyl)-1H-pyrazole-4-carboxamide